C(=O)C1=NC=CC=2C3=CC=CC=C3NC12 1-formyl-β-carboline